FC1=CC=C(C=C1)C1=C(C=NC=C1)NC(=O)C1=NC(=NC=C1)NC(C)C N-(4-(4-fluorophenyl)pyridin-3-yl)-2-(isopropylamino)pyrimidine-4-carboxamide